C(C)(C)(C)N1[C@H](CCC1)C(=O)[O-] tert-Butyl-D-prolinat